N-m-toluyl-lactamide t-butyl-(4-aminobicyclo[2.2.2]octan-1-yl)carbamate C(C)(C)(C)N(C(O)=O)C12CCC(CC1)(CC2)N.C2(=CC(=CC=C2)NC(C(O)C)=O)C